3-(4-(sec-butoxy)phenyl)propanal C(C)(CC)OC1=CC=C(C=C1)CCC=O